(S)-2-chloro-4-((2-cyclopropyl-3,3-difluoro-7-methyl-6-oxo-1,2,3,4,6,7-hexahydro-[1,4]oxazepino[2,3-c]quinolin-10-yl)amino)nicotinonitrile ClC1=C(C#N)C(=CC=N1)NC1=CC=2C3=C(C(N(C2C=C1)C)=O)OCC([C@@H](N3)C3CC3)(F)F